N1(CCNCC1)CCCC1CCN(CC1)C(=O)O 4-(3-(piperazin-1-yl)propyl)piperidine-1-carboxylic acid